O=C1N(CCC1)C1=CC2=C(C=C(O2)C(=O)N)C=C1 6-(2-oxopyrrolidin-1-yl)-1-benzofuran-2-carboxamide